7-(2,3-Dichlorophenyl)-3-(dimethylamino)thieno[2,3-c]pyridine-2-carboxylic acid lithium [Li].ClC1=C(C=CC=C1Cl)C=1N=CC=C2C1SC(=C2N(C)C)C(=O)O